N-Vinyl-isothiazole C(=C)N1SC=CC1